N4-hexanoyl-cytosine C(CCCCC)(=O)NC1=NC(NC=C1)=O